C1(CC1)C1=NN(C=N1)C1CC2(CN(C2)C(=O)N2CC3(C2)CC(C3)CN3N=C(C=C3C(F)F)C)C1 [6-(3-cyclopropyl-1,2,4-triazol-1-yl)-2-azaspiro[3.3]heptan-2-yl]-[6-[[5-(difluoromethyl)-3-methyl-pyrazol-1-yl]methyl]-2-azaspiro[3.3]heptan-2-yl]methanone